CN1C(C2=CC=C(C=C2C1)NC(OC(C)(C)C)=O)=O tert-butyl (2-methyl-1-oxoisoindolin-5-yl)carbamate